NC1=CC=C(C=C1)C1=C(C=2N=CN=C(C2N1C1=CC(=C(C=C1)OC1=NC=CC(=N1)C)F)NCC1=CC=C(C=C1)OC)C 6-(4-aminophenyl)-5-(3-fluoro-4-((4-methylpyrimidin-2-yl)oxy)phenyl)-N-(4-methoxybenzyl)-7-methyl-5H-pyrrolo[3,2-d]pyrimidin-4-amine